1-[2-(4-benzyl-4-hydroxy-piperidin-1-yl)-ethyl]-3-(2-methyl-quinolin-4-yl)-urea sulfate S(=O)(=O)(O)O.C(C1=CC=CC=C1)C1(CCN(CC1)CCNC(=O)NC1=CC(=NC2=CC=CC=C12)C)O